4-(aminomethyl)-1-(5-(2-methoxyphenyl)imidazo[2,1-b][1,3,4]thiadiazol-2-yl)piperidin-4-ol NCC1(CCN(CC1)C1=NN2C(S1)=NC=C2C2=C(C=CC=C2)OC)O